O(C1=CC=CC=C1)P1(NCC=CCN1)=O 2-phenoxy-1,3,4,7-tetrahydro-1,3,2-diazaphosphepine 2-oxide